2-[4-(4-chloro-phenoxy)-2-(trifluoromethyl)phenyl]-1-(1,2,4-triazol-1-yl)butan-2-ol ClC1=CC=C(OC2=CC(=C(C=C2)C(CN2N=CN=C2)(CC)O)C(F)(F)F)C=C1